tert-butyl(4-(4-(difluoromethoxy)phenyl)-6-((2-((2R,6S)-2,6-dimethylmorpholino)-5-fluoropyrimidin-4-yl)amino)pyridazin-3-yl)(methyl)carbamate C(C)(C)(C)OC(N(C)C=1N=NC(=CC1C1=CC=C(C=C1)OC(F)F)NC1=NC(=NC=C1F)N1C[C@H](O[C@H](C1)C)C)=O